7-methoxy-3,4-dihydroisoquinolin-6-ol COC1=C(C=C2CCN=CC2=C1)O